FC1(C2(C3=CC=CC=C3CC1)CN(C2)C(C(F)(F)F)=O)F 1-(2',2'-difluorospiro[azetidine-3,1'-tetralin]-1-yl)-2,2,2-trifluoro-ethanone